benzyl (2-((2R,6R)-6-(2-((3-((4-fluorophenyl)(methyl)amino)propyl)amino)-2-oxoethyl)-1-(2-(methylamino)-2-oxoethyl)piperazin-2-yl)ethyl)carbamate FC1=CC=C(C=C1)N(CCCNC(C[C@@H]1CNC[C@H](N1CC(=O)NC)CCNC(OCC1=CC=CC=C1)=O)=O)C